ClC1=C(C=C(C=C1)CC(=O)O)NC(=O)C1=C(N(C=C1)CCCC1CC1)C(C)C [4-chloro-3-({[1-(3-cyclopropylpropyl)-2-isopropyl-1H-pyrrole-3-yl]carbonyl}amino)phenyl]acetic acid